6-(3,5-dimethylpyrazol-1-yl)-2-[1-[2-(trifluoromethyl)benzoyl]piperidin-4-yl]pyridazin-3-one CC1=NN(C(=C1)C)C=1C=CC(N(N1)C1CCN(CC1)C(C1=C(C=CC=C1)C(F)(F)F)=O)=O